C(C)(C)(C)OC(=O)NCC=1C=C2C(=CN1)N(C=C2)C(=O)OC(C)(C)C tert-butyl 5-(((tert-butoxycarbonyl)amino)methyl)-1H-pyrrolo[2,3-c]pyridine-1-carboxylate